NC1=CC=C(C=C1)C1(CC=C(C=C1)N)N 1-(4-aminophenyl)benzene-1,4-diamine